tert-Butyl ((5-(1-benzyl-1H-imidazol-2-yl)isochroman-1-yl)methyl)carbamate C(C1=CC=CC=C1)N1C(=NC=C1)C1=C2CCOC(C2=CC=C1)CNC(OC(C)(C)C)=O